2,5-bis(t-butyl-peroxy)-cyclohexane C(C)(C)(C)OOC1CCC(CC1)OOC(C)(C)C